3-[3-(2-chloro-6-methyl-4-pyridinyl)-5-(2-morpholinoethylamino)pyrazolo[1,5-a]pyrimidin-2-yl]benzonitrile ClC1=NC(=CC(=C1)C=1C(=NN2C1N=C(C=C2)NCCN2CCOCC2)C=2C=C(C#N)C=CC2)C